(S)-2-((6-(6-chloro-3,4-dihydroisoquinolin-2(1H)-yl)-3',6'-dihydro-[2,4'-bipyridin]-1'(2'H)-yl)methyl)-1-(oxetan-2-ylmethyl)-1H-benzo[d]imidazole-6-carboxylic acid ClC=1C=C2CCN(CC2=CC1)C1=CC=CC(=N1)C=1CCN(CC1)CC1=NC2=C(N1C[C@H]1OCC1)C=C(C=C2)C(=O)O